[Cl-].C(CCC)C1=NC=CN1C butyl-3-methylimidazole chloride